2,4,5-trichlorobenzene potassium [K].ClC1=CC=C(C(=C1)Cl)Cl